2-(ethoxycarbonyl)-3-oxobutyric acid ethyl ester C(C)OC(C(C(C)=O)C(=O)OCC)=O